(di-tert-butylfluorosilyl)benzaldehyde C(C)(C)(C)[Si](F)(C(C)(C)C)C1=C(C=O)C=CC=C1